tert-butyl (3aR,7aS)-6-(4-(7H-pyrrolo[2,3-d]pyrimidin-4-yl)-3,4-dihydro-2H-1,4-thiazine-6-carbonyl)octahydro-1H-pyrrolo[2,3-c]pyridine-1-carboxylate N1=CN=C(C2=C1NC=C2)N2CCSC(=C2)C(=O)N2C[C@@H]1[C@H](CC2)CCN1C(=O)OC(C)(C)C